N[C@]1([C@@H](CC[C@H](C1)CCB(O)O)CN(C([C@H](C(C)C)N)=O)C)C(=O)O (1R,2S,5R)-1-amino-2-(((S)-2-amino-N,3-dimethylbutanamido)methyl)-5-(2-boronoethyl)cyclohexane-1-carboxylic acid